N-[3-fluoro-5-(1,1,2,2,3,3,3-heptafluoropropyl)pyridin-2-yl]-2-({1-[1-(2-hydroxyethyl)pyrrolidin-3-yl]-1H-1,2,3,4-tetrazol-5-yl}sulfanyl)-5-nitrobenzamide FC=1C(=NC=C(C1)C(C(C(F)(F)F)(F)F)(F)F)NC(C1=C(C=CC(=C1)[N+](=O)[O-])SC1=NN=NN1C1CN(CC1)CCO)=O